4-[2-[2-Chloro-3-[(2,6-diphenyl-4H-thiopyran-4-ylidene)ethylidene]-1-cyclohexen-1-yl]ethenyl]-2,6-diphenylthiopyrylium ClC1=C(CCCC1=CC=C1C=C(SC(=C1)C1=CC=CC=C1)C1=CC=CC=C1)C=CC1=CC(=[S+]C(=C1)C1=CC=CC=C1)C1=CC=CC=C1